COCCC(O)C1=CC=2C(=NC(=CC2)C2=CC=3C(N=C2)=NN(C3)C)S1 3-methoxy-1-(6-(2-methyl-2H-pyrazolo[3,4-b]pyridin-5-yl)thieno[2,3-b]pyridin-2-yl)-1-propanol